3-[[1-(4-piperidyl)pyrazol-3-yl]amino]piperidine-2,6-dione N1CCC(CC1)N1N=C(C=C1)NC1C(NC(CC1)=O)=O